(4,4-Difluorocyclohexyl)-2,3-dimethyl-6-(2-(1-methyl-1H-pyrazol-4-yl)morpholino)pyrimido[5,4-d]pyrimidin-4(3H)-one FC1(CCC(CC1)C1=NC(=NC2=C1N=C(N(C2=O)C)C)N2CC(OCC2)C=2C=NN(C2)C)F